2-(2-isopropylphenyl)-2,5,6,7-tetrahydro-4H-indazol-4-one C(C)(C)C1=C(C=CC=C1)N1N=C2CCCC(C2=C1)=O